γ-glycidoxypropyl-methoxysilane C(C1CO1)OCCC[SiH2]OC